C(C)(C)(C)OC(=O)N1C(C2=CC(=CC=C2C1)C1=NC(=NC=C1C)S(=O)(=O)C)=O 6-(5-methyl-2-(methylsulfonyl)pyrimidin-4-yl)-1-oxoisoindole-2-carboxylic acid tert-butyl ester